2-chloro-4-(1-(1-(2-chlorophenylsulfonyl)piperidin-4-yl)azetidin-3-ylamino)-N,N-dimethylbenzamide ClC1=C(C(=O)N(C)C)C=CC(=C1)NC1CN(C1)C1CCN(CC1)S(=O)(=O)C1=C(C=CC=C1)Cl